C1(CCCCC1)N(C)C(C)O N-cyclohexyl-N-Methylaminoethanol